3-(2-[2-[2-(2,6-dibromo-4-formylphenoxy)ethoxy] ethoxy] ethoxy)propyl methanesulfonate CS(=O)(=O)OCCCOCCOCCOCCOC1=C(C=C(C=C1Br)C=O)Br